FC1=C(CC(C(C)NC(=O)C2=NN(C(N2)=O)C)CC)C=CC(=C1)F N-(3-(2,4-difluorobenzyl)pentan-2-yl)-1-methyl-5-oxo-4,5-dihydro-1H-1,2,4-triazole-3-carboxamide